COC(=O)C1=C(C=CC=C1)N1CC2=CC=CC=C2CC1 2-(2-methoxycarbonylphenyl)-3,4-dihydroisoquinoline